1H-pyrazol-1-ylaminopiperidine N1(N=CC=C1)NN1CCCCC1